C(C)(=O)N(C1=C(C=C(C=C1)C1=CC=C(C=N1)C(=O)NCC1=CC(=NC=C1)N)Cl)CC1CC1 6-[4-[acetyl(cyclopropylmethyl)amino]-3-chloro-phenyl]-N-[(2-amino-4-pyridyl)methyl]pyridine-3-carboxamide